methyl N-[5-[6-[4-(4-fluorophenyl)pyridazin-3-yl]imidazo[1,2-a]pyridin-3-yl]-2-pyridyl]carbamate FC1=CC=C(C=C1)C1=C(N=NC=C1)C=1C=CC=2N(C1)C(=CN2)C=2C=CC(=NC2)NC(OC)=O